BrC1=CC=C(OCCNC=2C3=C(N=C(N2)CC)SC(=C3)C)C=C1 N-(2-(4-bromophenoxy)ethyl)-2-ethyl-6-methylthieno[2,3-d]pyrimidin-4-amine